C(#N)[C@H](C[C@H]1C(NCCC1)=O)NC([C@H](CC1CC1)NC(=O)C=1NC2=CC=CC(=C2C1)C(F)(F)F)=O N-((S)-1-(((S)-1-cyano-2-((S)-2-oxopiperidin-3-yl)ethyl)amino)-3-cyclopropyl-1-oxopropan-2-yl)-4-(trifluoromethyl)-1H-indole-2-carboxamide